(3-Bromophenyl)-imino-oxo-(trifluoromethyl)-λ6-sulfane BrC=1C=C(C=CC1)S(C(F)(F)F)(=O)=N